Tert-butyl (1R,3s,5S)-3-(3-chloro-N-methyl-4-(2-(2-methylquinazolin-4-yl)cyclopropyl)benzamido)-8-azabicyclo[3.2.1]octane-8-carboxylate ClC=1C=C(C(=O)N(C)C2C[C@H]3CC[C@@H](C2)N3C(=O)OC(C)(C)C)C=CC1C1C(C1)C1=NC(=NC3=CC=CC=C13)C